ClC(C1=NC(=NO1)C1=CC=C(CNC=2C(C(C2NCC2=CC=C(C=C2)OC)=O)=O)C=C1)(F)F 3-((4-(5-(chlorodifluoromethyl)-1,2,4-oxadiazol-3-yl)benzyl)amino)-4-((4-methoxybenzyl)amino)cyclobut-3-ene-1,2-dione